tert-butyl 2-[[tert-butoxycarbonyl(cyclobutylmethyl)amino]methyl]-6-[[1-oxo-5-(1-piperidyl)-2,7-naphthyridin-2-yl]methyl]indole-1-carboxylate C(C)(C)(C)OC(=O)N(CC1CCC1)CC=1N(C2=CC(=CC=C2C1)CN1C(C2=CN=CC(=C2C=C1)N1CCCCC1)=O)C(=O)OC(C)(C)C